P(=O)(O)([O-])[O-].[Cs+].[Cs+] cesium monohydrogenphosphate